Cl.N[C@@H](CC1=CNC=N1)C(=O)O histidin hydrochloride